2-(2-((5-(2-(aminomethyl)pyridin-4-yl)-2-methylbenzofuran-3-yl)methoxy)-4-methoxyphenyl)acetic acid NCC1=NC=CC(=C1)C=1C=CC2=C(C(=C(O2)C)COC2=C(C=CC(=C2)OC)CC(=O)O)C1